C(CCC)C1=C(C(=NN1C)CC(C)C)O Butyl-3-isobutyl-4-hydroxy-1-methyl-pyrazol